tert-butyl 3-(2-(benzyloxy)-7-chloro-8-fluoropyrido[4,3-d]pyrimidin-4-yl)-3,8-diazabicyclo[3.2.1]octane-8-carboxylate C(C1=CC=CC=C1)OC=1N=C(C2=C(N1)C(=C(N=C2)Cl)F)N2CC1CCC(C2)N1C(=O)OC(C)(C)C